1,2-dihydroxypropyl-trimethylammonium chloride [Cl-].OC(C(C)O)[N+](C)(C)C